3-(2-(Chloromethoxy)-2,2-diphenylacetoxy)spiro[bicyclo[3.2.1]octane-8,1'-pyrrolidin]-1'-ium chloride [Cl-].ClCOC(C(=O)OC1CC2CCC(C1)[N+]21CCCC1)(C1=CC=CC=C1)C1=CC=CC=C1